dimethyl 7-oxabicyclo[2.2.1]hept-2-ene-2,3-dicarboxylate C12C(=C(C(CC1)O2)C(=O)OC)C(=O)OC